ClC1=CC(=C(C=C1)C1=C(C=CC=C1)C=1N=C2N(C=CC(=C2)C(=O)NCCS(N)(=O)=O)C1C#N)F 2-(4'-chloro-2'-fluoro-[1,1'-biphenyl]-2-yl)-3-cyano-N-(2-sulfamoylethyl)imidazo[1,2-a]pyridine-7-carboxamide